COP(=O)(OC)C(C(=O)O)CCC=C(C)C.O1COC2=C1C=CC(=C2)C[C@@H](C)N(C)CC=2OC(OC2C)=O (R)-4-(((1-(benzo[d][1,3]dioxol-5-yl)propan-2-yl)(methyl)amino)methyl)-5-methyl-1,3-dioxol-2-one 2-(dimethoxyphosphoryl)-6-methylhept-5-enoate